CCCCCCCCCCCCCCCCCC(=O)OC[C@H](COP(=O)(O)OCCN)OC(=O)CCCCCCC/C=C\\C/C=C\\CCCCC The molecule is a 1,2-diacyl-sn-glycero-3-phosphoethanolamine in which the acyl groups at positions 1 and 2 are specified as stearoyl and linoleoyl respectively. It derives from a linoleic acid and an octadecanoic acid. It is a tautomer of a 1-stearoyl-2-linoleoyl-sn-glycero-3-phosphoethanolamine zwitterion.